Cl.Cl.COC1=C(C=CC=C1C1=NN(C=N1)C([2H])([2H])[2H])NC1=CC(=NC=C1C(CC([2H])([2H])[2H])=O)C1(CC1)C(=O)N (4-((2-methoxy-3-(1-(methyl-d3)-1H-1,2,4-triazol-3-yl)phenyl)amino)-5-(propanoyl-3,3,3-d3)pyridin-2-yl)cyclopropanecarboxamide, bishydrochloride salt